2-(4,4-difluorocyclohexylamino)-4-((1R,3S)-3-hydroxycyclohexylamino)pyrimidine-5-carboxamide FC1(CCC(CC1)NC1=NC=C(C(=N1)N[C@H]1C[C@H](CCC1)O)C(=O)N)F